C(CC=C)N1C(=CC=C1)C(=O)C1=CC=C(C=C1)C (1-(but-3-en-1-yl)-1H-pyrrol-2-yl)(4-methylphenyl)methanone